O1C(CCCC1)N1N=CC=2C1=NC=C(C2)N 1-tetrahydropyran-2-yl-pyrazolo[3,4-b]pyridin-5-amine